C(C1=CC=CC=C1)OC=1C=C(C=CC1OCC1=CC=CC=C1)C([C@H](N)C(=O)O)O 3-(3,4-dibenzyloxy-phenyl)serine